C(=CC1=CC=CC=C1)/C(=C/C(=O)O)/C(=O)O.ClC1=C(C=CC=C1)C1=CC(OC2=CC(=CC=C12)OC(C(=O)NC1=CC=C(C=C1)CCO)C)=O 2-[4-(2-chlorophenyl)-2-oxo-chromen-7-yl]oxy-N-[4-(2-hydroxyethyl)phenyl]propanamide Styrene-maleate